(R)-5-ethyl-1-(3-(3-ethyl-4-(thiazol-5-ylmethyl)piperazine-1-carbonyl)-4-fluorobenzyl)pyrimidine-2,4(1H,3H)-dione C(C)C=1C(NC(N(C1)CC1=CC(=C(C=C1)F)C(=O)N1C[C@H](N(CC1)CC1=CN=CS1)CC)=O)=O